FC=1C=C(C=CC1NC1=NC=C2C=CC(=NC2=C1)NC1CCNCC1)N1N=C(C=C1)CO [1-(3-fluoro-4-[[2-(piperidin-4-ylamino)-1,6-naphthyridin-7-yl]amino]phenyl)pyrazol-3-yl]methanol